FC1(CC(CC1)C1=CC=C(C=C1)C1=CC=C(C=C1)OC1=C(N=NN1)C(=O)O)F 5-((4'-(3,3-difluorocyclopentyl)-[1,1'-biphenyl]-4-yl)oxy)-1H-1,2,3-triazole-4-carboxylic acid